6-(diazo)thymine but-3-yn-1-yl-{6-[({[(Z)-(1-methyl-1H-tetrazol-5-yl)(phenyl)methylene]amino}oxy)methyl]pyridin-2-yl}carbamate C(CC#C)N(C(O)=O)C1=NC(=CC=C1)CO\N=C(\C1=CC=CC=C1)/C1=NN=NN1C.[N+](=[N-])=C1C(C(NC(N1)=O)=O)C